ClC1=C(C(=C(C=C1)NC(C1=CC(=CC=C1)F)=O)F)C(=O)C=1C=C2N=C(C=NC2=CC1)C#N N-(4-chloro-3-(3-cyanoquinoxaline-6-carbonyl)-2-fluorophenyl)-3-fluorobenzamide